FC(C)(C)C1=NC(=NC(=C1)C)N1C[C@@H]2[C@H](C1)CN(C2)C=O ((3aR,6aS)-5-(4-(2-fluoropropane-2-yl)-6-methylpyrimidin-2-yl)hexahydropyrrolo[3,4-c]pyrrol-2(1H)-yl)methanone